iodo-7-methoxyimidazo[1,2-a]pyridine IC=1N=C2N(C=CC(=C2)OC)C1